(3aS,6aS)-5-(2-amino-5-fluoro-4-(2-morpholinopyrimidin-5-yl)phenyl)hexahydropyrrolo[3,4-b]Pyrrole-1(2H)-carboxylic acid tert-butyl ester C(C)(C)(C)OC(=O)N1[C@H]2[C@@H](CC1)CN(C2)C2=C(C=C(C(=C2)F)C=2C=NC(=NC2)N2CCOCC2)N